glyceryl linoleate C(CCCCCCC\C=C/C\C=C/CCCCC)(=O)OCC(O)CO